3-(ethoxydimethylsilyl)propylamine C(C)O[Si](CCCN)(C)C